(S)-N-((4-carbamimidoylthiophen-2-yl)methyl)-7-((2-fluoro-4-phenoxybenzoyl)glycyl)-1,4-dioxa-7-azaspiro[4.4]nonane-8-carboxamide C(N)(=N)C=1C=C(SC1)CNC(=O)[C@H]1N(CC2(OCCO2)C1)C(CNC(C1=C(C=C(C=C1)OC1=CC=CC=C1)F)=O)=O